4-fluoroisobenzofuran FC=1C2=COC=C2C=CC1